C1(=CC=CC=C1)C=1N=C2N(N=CC=C2)C1 2-phenylimidazo[1,2-b]pyridazine